NC1=C(C=C(C=C1)C1=NN(C2=NC=NC(=C21)N)C2CCN(CC2)C2COC2)F 3-(4-amino-3-fluorophenyl)-1-(1-(oxetan-3-yl)piperidin-4-yl)-1H-pyrazolo[3,4-d]Pyrimidine-4-amine